6-(1-(8-Cyclobutyl-8-azabicyclo[3.2.1]octan-3-yl)piperidin-4-yl)-4-methyl-2-(4-(methylsulfonyl)phenyl)-1H-benzo[d]imidazol C1(CCC1)N1C2CC(CC1CC2)N2CCC(CC2)C=2C=C(C1=C(NC(=N1)C1=CC=C(C=C1)S(=O)(=O)C)C2)C